CC1(COC1)CCCO 3-methyl-3-oxetanpropanol